5-chloro-2-nitrophenol ClC=1C=CC(=C(C1)O)[N+](=O)[O-]